dimethyl (R)-1-(1-((tert-butoxycarbonyl)amino)propan-2-yl)-1H-pyrazole-3,5-dicarboxylate C(C)(C)(C)OC(=O)NC[C@@H](C)N1N=C(C=C1C(=O)OC)C(=O)OC